2-((1-(2-(5-carbamoyl-indol-2-yl)-3,6-dimethyl-4-oxo-3,4-dihydro-quinazolin-8-yl)ethyl)amino)benzoic acid C(N)(=O)C=1C=C2C=C(NC2=CC1)C1=NC2=C(C=C(C=C2C(N1C)=O)C)C(C)NC1=C(C(=O)O)C=CC=C1